C(C)C1=C(C(=O)O)C=CC(=C1)N(C)C.C(C)OC(C1=CC=C(C=C1)N(C)C)=O ethyl-4-dimethylaminobenzoate (ethyl 4-(dimethylamino) benzoate)